tert-butyl 4-[4-(2,4-dioxo-1,3-diazinan-1-yl)-3-fluorophenyl]piperidine-1-carboxylate O=C1N(CCC(N1)=O)C1=C(C=C(C=C1)C1CCN(CC1)C(=O)OC(C)(C)C)F